{1-[(1S)-1-(2-pyridyl)ethyl]-1H-imidazol-4-yl}methanone N1=C(C=CC=C1)[C@H](C)N1C=NC(=C1)C=O